The molecule is a diamino-1,3,5-triazine that is 1,3,5-triazin-2-ol substituted by a tert-butylamino group at position 4 and an ethylamino group at position 6. It is a metabolite of the herbicide terbutylazine, It has a role as a marine xenobiotic metabolite. It is a diamino-1,3,5-triazine and a heteroaryl hydroxy compound. CCNC1=NC(=O)NC(=N1)NC(C)(C)C